tert-Butyl 2-Methyl-6-(((methylsulfonyl)oxy)methyl)-1H-pyrrolo[3,2-b]pyridine-1-carboxylate CC1=CC2=NC=C(C=C2N1C(=O)OC(C)(C)C)COS(=O)(=O)C